7-butyl((8-(2-((4-methoxybenzyl)oxy)ethyl)-heptadecyl)oxy)diphenylsilane C(CCC)C(CCCCCCO[SiH](C1=CC=CC=C1)C1=CC=CC=C1)C(CCCCCCCCC)CCOCC1=CC=C(C=C1)OC